cholestanetetraol ethyl-2,3,4,4-tetrahydroxybutanoate C(C)C(C(=O)O)(C(C(O)O)O)O.C(C(C)(CCC[C@@H](C)[C@H]1CC[C@H]2[C@@H]3CCC4CCCC[C@]4(C)[C@H]3CC[C@]12C)O)(O)(O)O